{3-bromo-5-[3-(2,6-difluorophenyl)-5-fluoropyridin-2-yl]-4,5-dihydro-1,2-oxazol-5-yl}methanol BrC1=NOC(C1)(C1=NC=C(C=C1C1=C(C=CC=C1F)F)F)CO